C(CCCCCCCCCCCCCCCCC)N.C1(=CC=CC=C1)C=1N=NNC1 phenyltriazole octadecylamine salt